ClP1C(CCC1C1=CC(=CC(=C1)C)C)C1=CC(=CC(=C1)C)C racemic-1-chloro-2,5-bis(3,5-dimethylphenyl)phospholane